(RS)-3-(4-(((1r,4R)-4-(hydroxymethyl)cyclohexyl)oxy)phenyl)piperidine-2,6-dione OCC1CCC(CC1)OC1=CC=C(C=C1)[C@@H]1C(NC(CC1)=O)=O |r|